C(C)(C)N1C(=NC(=C1)C(F)(F)F)C1=CC=C(CC2=NN(C3=C2N=C(N=C3)C3=C(C=NN3C(C)C)C)C)C=C1 3-(4-(1-isopropyl-4-(trifluoromethyl)-1H-imidazol-2-yl)benzyl)-5-(1-isopropyl-4-methyl-1H-pyrazol-5-yl)-1-methyl-1H-pyrazolo[4,3-d]pyrimidine